5-tert-butyl 2-methyl 3-(prop-1-en-2-yl)-7,8-dihydro-4H-pyrazolo[1,5-a][1,4]diazepine-2,5(6H)-dicarboxylate C=C(C)C=1C(=NN2C1CN(CCC2)C(=O)OC(C)(C)C)C(=O)OC